3-(Oxacyclohexan-4-yl)-1H-pyridin-2-one O1CCC(CC1)C=1C(NC=CC1)=O